1-(4-{[(3-methoxyphenyl)sulfonyl]amino}benzoyl)-N-(3-methylbutyl)piperidine-4-carboxamide COC=1C=C(C=CC1)S(=O)(=O)NC1=CC=C(C(=O)N2CCC(CC2)C(=O)NCCC(C)C)C=C1